CC1(CCC=2C(=NNC2C1)C1=NC=2C(=NC=C(C2)N(C(=O)C2CCOCC2)C)N1)C N-(2-(6,6-Dimethyl-4,5,6,7-tetrahydro-1H-indazol-3-yl)-3H-imidazo[4,5-b]pyridin-6-yl)-N-methyltetrahydro-2H-pyran-4-carboxamide